2-((4-ethoxyphenyl)amino)-N-(3-(methylsulfonamido)phenyl)thiazolidine-4-carboxamide C(C)OC1=CC=C(C=C1)NC1SCC(N1)C(=O)NC1=CC(=CC=C1)NS(=O)(=O)C